FC1=C(C=C(C=C1)F)C1=C(C(=NC=C1)C1C(COCC1)C(F)(F)F)NC(=O)C=1C=NC(=NC1)C(C)C N-(4-(2,5-difluorophenyl)-2-(3-(trifluoromethyl)tetrahydro-2H-pyran-4-yl)pyridin-3-yl)-2-isopropylpyrimidine-5-carboxamide